4-[2-(benzyloxy)-4-bromophenyl]-N-[(3R)-1-methylpiperidin-3-yl]pyrazolo[1,5-d][1,2,4]triazin-7-amine C(C1=CC=CC=C1)OC1=C(C=CC(=C1)Br)C=1C=2N(C(=NN1)N[C@H]1CN(CCC1)C)N=CC2